[Si](C)(C)(C(C)(C)C)OC(C)C1=NN2C(N=CC3=C2C(CN3)(C(F)(F)F)C)=C1 2-(1-((tert-butyldimethylsilyl)oxy)ethyl)-8-methyl-8-(trifluoromethyl)-7,8-dihydro-6H-pyrazolo[1,5-a]pyrrolo[2,3-e]pyrimidine